FC(C1=C(C=CC(=C1)C(F)(F)F)C1CCC2=C(N(C1=O)CC#CC=1N=NC=CC1)C=CC(=C2)F)(F)F 3-(2,4-Bis(trifluoromethyl)phenyl)-7-fluoro-1-(3-(pyridazin-3-yl)prop-2-ynyl)-4,5-dihydro-1H-benzo[b]azepine-2(3H)-one